n-pentenen C=CC=CC